C(C)OC(=O)C=1N=CN(C1N)C1=CC=C(C=C1)C 5-amino-1-(p-tolyl)-1H-imidazole-4-carboxylic acid ethyl ester